methyl 2-[5-(2,4-difluorophenyl)isoxazole-3-carbonyl]-4-(1-methylpyrazol-4-yl)-3,4-dihydro-1H-isoquinoline-1-carboxylate FC1=C(C=CC(=C1)F)C1=CC(=NO1)C(=O)N1C(C2=CC=CC=C2C(C1)C=1C=NN(C1)C)C(=O)OC